N-Cyano-N'-cyclohexyl-N''-phenylguanidin C(#N)NC(=NC1=CC=CC=C1)NC1CCCCC1